6-benzyl-3-((3,5-dimethylisoxazol-4-yl)methyl)-2,3,4,6-tetrahydropyrido[3,4-c][1,8]naphthyridine-5(1H)-one C(C1=CC=CC=C1)N1C(C2=C(C=3C=CC=NC13)CCN(C2)CC=2C(=NOC2C)C)=O